CC(C1=C(C=CC(=C1)CBr)COC1OCCCC1)(P(O)(O)=O)C.N[C@@H](CC1=CC=CC=C1)C(=O)N[C@@H](CC1=CNC2=CC=CC=C12)C(=O)O Z-phenylalanyl-tryptophan dimethyl-(5-(bromomethyl)-2-(((tetrahydro-2H-pyran-2-yl)oxy)methyl)benzyl)phosphonate